N-(4-chloro-2-(trifluoromethyl)benzyl)piperidine-4-carboxamide hydrochloride Cl.ClC1=CC(=C(CNC(=O)C2CCNCC2)C=C1)C(F)(F)F